COC1=C(C=C(C=C1)C=1C=C(N(S(N1)(=O)=O)C)C(=O)OCC)C ethyl 5-(4-methoxy-3-methylphenyl)-2-methyl-1,1-dioxo-2H-1λ6,2,6-thiadiazine-3-carboxylate